7-methyl-5-azaspiro[2.5]octan-7-ol CC1(CNCC2(CC2)C1)O